CO[C@H]1C[C@H](CCC1)N1CC2=CC=CC=C2C=C1 2-((cis)-3-methoxycyclohexyl)isoquinolin